N3,N6-Bis(3,4-dichlorophenyl)-9H-carbazole-3,6-diamine ClC=1C=C(C=CC1Cl)NC=1C=CC=2NC3=CC=C(C=C3C2C1)NC1=CC(=C(C=C1)Cl)Cl